2-(4-{[(3r,5s)-5-fluoropiperidin-3-yl]amino}pyrrolo[1,2-d][1,2,4]triazin-1-yl)-5-(trifluoromethyl)phenol F[C@H]1C[C@H](CNC1)NC1=NN=C(C=2N1C=CC2)C2=C(C=C(C=C2)C(F)(F)F)O